C(CCC)C=1C(C2=CC=CC(=C2C1)[C-]1C=CC=C1)[Si](C)(C)C1C(=CC2=C(C=CC=C12)[C-]1C=CC=C1)CCCC.[CH-]1C=CC=C1.[Fe+2].[CH-]1C=CC=C1.[Fe+2] bis(2-butyl-4-ferrocenyl-1H-inden-1-yl)dimethylsilane